C(#N)C1=C(C=C(C=C1)N1CCC(CC1)C(=O)NC1=CC=C(C=N1)N1CCN(CC1)CCOC1CCN(CC1)C(=O)OC(C)(C)C)C(F)(F)F tert-butyl 4-(2-(4-(6-(1-(4-cyano-3-(trifluoromethyl)phenyl)piperidine-4-carboxamido)pyridin-3-yl)piperazin-1-yl)ethoxy)piperidine-1-carboxylate